C(C)OC(CCCN1C2=C(C=3C(=CC=CC13)C1=NOC(=N1)C1=CC(=C(C=C1)OC(C)C)Cl)CCC2)=O 4-[8-[5-(3-chloro-4-isopropoxy-phenyl)-1,2,4-oxadiazol-3-yl]-2,3-dihydro-1H-cyclopenta[b]indol-4-yl]butanoic acid ethyl ester